ClC1=C(C(=O)N[C@H](C(=O)O)CNC(=O)N[C@@H]2CCC3=CC=CC=C23)C(=CC=C1NC(CC1=CC(=C(C=C1)F)Cl)=O)Cl (S)-2-(2,6-dichloro-3-(2-(3-chloro-4-fluorophenyl)acetamido)benzamido)-3-(3-((R)-2,3-dihydro-1H-inden-1-yl)ureido)propanoic acid